8-bromo-3-methylimidazo[1,2-a]pyridine BrC=1C=2N(C=CC1)C(=CN2)C